benzyl (R)-(1-(2-(1-methyl-1H-pyrazol-4-yl)quinolin-4-yl)ethyl)carbamate CN1N=CC(=C1)C1=NC2=CC=CC=C2C(=C1)[C@@H](C)NC(OCC1=CC=CC=C1)=O